2-(3-bromophenyl)-7-hydroxy-N',2,5,5-tetramethylheptanehydrazide BrC=1C=C(C=CC1)C(C(=O)NNC)(CCC(CCO)(C)C)C